COC1=CC2=C(OCCN2)C=C1N1N=C(C=2C=NC(=CC21)C=2C=NN1C2N=CC=C1)C(=O)OCC1CN(CCO1)C (4-methylmorpholin-2-yl)methyl 1-(6-methoxy-3,4-dihydro-2H-benzo[b][1,4]oxazin-7-yl)-6-(pyrazolo[1,5-a]pyrimidin-3-yl)-1H-pyrazolo[4,3-c]pyridine-3-carboxylate